FC(COCCCCCCNC[C@H](O)C1=C2C=CC=NC2=C(C=C1)O)(C1=CC=CC=C1)F 5-(2-{[6-(2,2-difluoro-2-phenylethoxy)hexyl]amino}-1(R)-hydroxyethyl)-8-hydroxyquinolin